(R)-5-((3S,5R,8R,9S,10S,13R,14S,17R)-3-amino-10,13-dimethylhexadecahydro-1H-cyclopenta[a]phenanthren-17-yl)-2-methylhexan-2-ol N[C@H]1CC[C@@]2([C@H]3CC[C@@]4([C@H](CC[C@H]4[C@@H]3CC[C@@H]2C1)[C@@H](CCC(C)(O)C)C)C)C